5-acetyl-N-[4-[(6,7-dimethoxy-1,5-naphthyridin-4-yl)oxy]-3-fluorophenyl]-1-(4-fluorophenyl)-6-methyl-2-oxopyridine-3-carboxamide C(C)(=O)C=1C=C(C(N(C1C)C1=CC=C(C=C1)F)=O)C(=O)NC1=CC(=C(C=C1)OC1=CC=NC2=CC(=C(N=C12)OC)OC)F